FC1=C(C(=CC(=C1)F)C)NC1=C(C(=O)NC=2C(=NC(=CC2)OC)C)C=C(C=C1)C(F)(F)F 2-((2,4-difluoro-6-methylphenyl)amino)-N-(6-methoxy-2-methylpyridin-3-yl)-5-(trifluoromethyl)benzamide